2-(N-nonylamino)-2'-deoxy-2'-fluoro-adenosine-3'-phosphate P(=O)(O)(O)O[C@H]1[C@H]([C@@H](O[C@@H]1CO)N1C=NC=2C(N)=NC(=NC12)NCCCCCCCCC)F